NC1=CC=C(C=N1)C1CCN(CC1)C(=O)OC(C)(C)C tert-Butyl 4-(6-aminopyridin-3-yl)piperidine-1-carboxylate